2-(1-pent-4-enyl-hex-5-enyl)isoindoline-1,3-dione C(CCC=C)C(CCCC=C)N1C(C2=CC=CC=C2C1=O)=O